2-((5-fluoropyridin-3-yl)methyl)-6-(2-methoxypyrimidin-5-yl)pyridazin-3(2H)-one FC=1C=C(C=NC1)CN1N=C(C=CC1=O)C=1C=NC(=NC1)OC